trisodium 2,2'-((1-carboxylatopropan-2-yl)azanediyl)diacetate C(=O)([O-])CC(C)N(CC(=O)[O-])CC(=O)[O-].[Na+].[Na+].[Na+]